3-(3-(4-(difluoromethoxy)-3-((4-methoxybenzyl)oxy)phenyl)-1H-pyrazol-1-yl)-1-morpholinopropan-1-one FC(OC1=C(C=C(C=C1)C1=NN(C=C1)CCC(=O)N1CCOCC1)OCC1=CC=C(C=C1)OC)F